3,6-bis-(2-pyridyl)-1,2,4,5-tetrazine N1=C(C=CC=C1)C=1N=NC(=NN1)C1=NC=CC=C1